ethyl 5-(methoxymethyl)furan-2-carboxylate COCC1=CC=C(O1)C(=O)OCC